1,2,3,9-tetrahydro-9-methyl-4H-carbazole CN1C2=CC=CC=C2C=2CCCCC12